N[C@@H]([C@@H](C(=O)N[C@H](C(=O)NCCCCCCCCCCCCCC1=CC(=CC=C1)C1=NC=2N(C(=C1)N1CCN(CC1)CCO)N=C(C2C2=CC=CC=C2)C)CC(C)C)O)CC2=CC=CC=C2 (S)-2-((2S,3R)-3-amino-2-hydroxy-4-phenylbutanamido)-N-(13-(3-(7-(4-(2-hydroxyethyl)piperazin-1-yl)-2-methyl-3-phenylpyrazolo[1,5-a]pyrimidin-5-yl)phenyl)tridecyl)-4-methylpentanamide